7-(2-(4-(6-fluorobenzo[b]thiophen-4-yl)piperazin-1-yl)ethyl)-N-(2-hydroxyethyl)-2-oxo-3,4-dihydroquinoline-1(2H)-carboxamide FC=1C=C(C2=C(SC=C2)C1)N1CCN(CC1)CCC1=CC=C2CCC(N(C2=C1)C(=O)NCCO)=O